2-chloro-N-[(furan-2-yl)methyl]-7-methyl-6-[(2S)-2-(methylamino)propyl]thieno[3,2-d]pyrimidin-4-amine hydrochloride Cl.ClC=1N=C(C2=C(N1)C(=C(S2)C[C@H](C)NC)C)NCC=2OC=CC2